ethyl 2-methyl-2-(4-(trifluoromethyl)phenoxy)propanoate CC(C(=O)OCC)(C)OC1=CC=C(C=C1)C(F)(F)F